tris(4-tert-butylphenyl)sulfonium 4-methoxyphenyl-sulfate COC1=CC=C(C=C1)OS(=O)(=O)[O-].C(C)(C)(C)C1=CC=C(C=C1)[S+](C1=CC=C(C=C1)C(C)(C)C)C1=CC=C(C=C1)C(C)(C)C